N1=C(C=CC=C1)C1=NN=C(N=N1)C1=CC=C(C=N1)OCCO 2-((6-(6-(pyridin-2-yl)-1,2,4,5-tetrazin-3-yl)pyridin-3-yl)oxy)ethan-1-ol